(Z)-(3s,5r)-3-methyl-oct-6-enoic acid C[C@H](CC(=O)O)CC\C=C/C